(2-Oxoindolin-5-yl)furan-2-carboxamide O=C1NC2=CC=C(C=C2C1)C1=C(OC=C1)C(=O)N